3,4-(ethylenedioxy)phenyl isocyanate C1OC=2C=C(C=CC2OC1)N=C=O